(3R)-3-amino-5-[[4-[3-fluoro-5-(trifluoromethyl)phenoxy]phenyl]methyl]-7-[5-(1-methyl-1-methylsulfonyl-ethyl)-1,3,4-oxadiazol-2-yl]-1,1-dioxo-2,3-dihydro-1λ6,5-benzothiazepine-4-One N[C@H]1CS(C2=C(N(C1=O)CC1=CC=C(C=C1)OC1=CC(=CC(=C1)C(F)(F)F)F)C=C(C=C2)C=2OC(=NN2)C(C)(S(=O)(=O)C)C)(=O)=O